CC1=CC2=C(N(C=N2)CC(=O)O)C=C1C 2-(5,6-dimethyl-1H-benzo[d]imidazol-1-yl)acetic acid